FC1(C(C2=C(C=CC(=C2C1)OC1CCCC2=CC=CC=C12)SC(F)(F)F)=O)F 2,2-difluoro-4-(1,2,3,4-tetrahydronaphthalen-1-oxy)-7-(trifluoromethylthio)-2,3-dihydro-1H-inden-1-one